CN(CC(=O)N1CC(C1)C1=CC=C(C=C1)C1=NNC(=C1C(C)C)C=1C=C(C=2N(C1)N=CN2)C)C 2-(dimethylamino)-1-(3-(4-(4-isopropyl-5-(8-methyl-[1,2,4]triazolo[1,5-a]pyridin-6-yl)-1H-pyrazol-3-yl)phenyl)azetidin-1-yl)ethan-1-one